Di(1-fluoroethyl)carbonat FC(C)OC(OC(C)F)=O